3-Fluoro-N-methyl-N-[5-(6-oxo-1-propyl-6,7-dihydro-1H-purin-8-yl)-pyridin-2-yl]-benzamide FC=1C=C(C(=O)N(C2=NC=C(C=C2)C2=NC=3N=CN(C(C3N2)=O)CCC)C)C=CC1